C(C)OC(\N=C\1/SCC(N1C1=CC=CC=C1)CO)=O.FC1=C(N)C=C(C(=C1)C)C=1C=C(C=2N(N1)C=CN2)C2=CCOC=C2 2-fluoro-4-methyl-5-[8-(pyran-4-yl)imidazo[1,2-b]pyridazin-6-yl]aniline Ethyl-(Z)-(4-(hydroxymethyl)-3-phenylthiazolidin-2-ylidene)carbamate